C(#N)C=1C=C(C2=CC=CC=C2C1)C1(CC1)NC(C1=C(C=CC(=C1)OCCN(C)C)C)=O N-(1-(3-Cyanonaphthalen-1-yl)cyclopropyl)-5-(2-(dimethylamino)ethoxy)-2-methylbenzamide